N1=CC=CC=C1.C1(=CC=CC=C1)N(C1=CC=CC=C1)C1=CC=CC=C1 triphenylamine pyridine salt